C(CCCCCCCCCCCCCCCCCCC)[Si](OCC)(OCC)OCC icosyl-triethoxysilane